4-(5-chloro-3-(2-methoxyethyl)-2-(morpholinomethyl)-3H-imidazo[4,5-b]pyridin-7-yl)morpholine ClC1=CC(=C2C(=N1)N(C(=N2)CN2CCOCC2)CCOC)N2CCOCC2